NC1=CC(=C(C=C1)O)C(CO)O 4-amino-2-(1,2-dihydroxyethyl)phenol